N-[[5-[5-(difluoromethyl)-1,3,4-oxadiazol-2-yl]thiazol-2-yl]methyl]-N-[5-(trifluoromethoxy)-3-pyridyl]ethanesulfonamide FC(C1=NN=C(O1)C1=CN=C(S1)CN(S(=O)(=O)CC)C=1C=NC=C(C1)OC(F)(F)F)F